(2S,4S)-4-(p-tolylmethoxy)pyrrolidine-2-carboxylic acid C1(=CC=C(C=C1)CO[C@H]1C[C@H](NC1)C(=O)O)C